FC(CN1CC2(C1)CC(C2)N(C([O-])=O)C=2N=CC1=C(C(=C(C=C1C2)C2=C(C1=C(OCCN1)N=C2)C)F)N)F 2-(2,2-Difluoroethyl)-2-azaspiro[3.3]heptan-6-yl(8-amino-7-fluoro-6-(8-methyl-2,3-dihydro-1H-pyrido[2,3-b][1,4]oxazin-7-yl)isoquinolin-3-yl)carbamate